C(C)OC(=O)C=1N=C(N2C1CN(CC2)C(C)C)C2=CC(=CC=C2)C2=NOC(=C2)[C@]2(C(N(CC2)C)=O)O (R)-3-(3-(5-(3-hydroxy-1-methyl-2-oxopyrrolidin-3-yl)isoxazol-3-yl)phenyl)-7-isopropyl-5,6,7,8-tetrahydroimidazo[1,5-a]pyrazine-1-carboxylic acid ethyl ester